C1CCC2=C(C=CC=C12)N1N=CC(=C1)C(=O)N (2,3-dihydro-1H-inden-4-yl)-1H-pyrazole-4-carboxamide